(R)-1-(4-((5-(1-(2,2-difluoroethyl)-1H-benzo[d][1,2,3]triazol-6-yl)-6-fluoro-4-(methoxy-d3)pyrrolo[2,1-f][1,2,4]triazin-2-yl)amino)-3,3-difluoropyrrolidin-1-yl)ethan-1-one FC(CN1N=NC2=C1C=C(C=C2)C=2C(=CN1N=C(N=C(C12)OC([2H])([2H])[2H])N[C@H]1C(CN(C1)C(C)=O)(F)F)F)F